3-(4-(1-(5-((4-(4-chloro-7,7-dimethyl-5-oxo-5,7-dihydroindolo[1,2-a]quinazolin-10-yl)-1H-pyrazol-1-yl)methyl)pyrazin-2-yl)piperidin-4-yl)-2,6-difluorophenyl)piperidine-2,6-dione ClC=1C=2C(N=C3N(C2C=CC1)C1=CC(=CC=C1C3(C)C)C=3C=NN(C3)CC=3N=CC(=NC3)N3CCC(CC3)C3=CC(=C(C(=C3)F)C3C(NC(CC3)=O)=O)F)=O